C(CCCCCCCCCCCCCCC)N1C(=C(C(C=C1)=O)OC(=O)C(C)(C)C)C=O N-hexadecyl-2-formyl-3-tert-butylcarbonyloxy-pyridin-4-one